C1(CC1)CN(C1C[C@H]2CC[C@@H](C1)N2)C (1R,3S,5S)-N-(cyclopropylmethyl)-N-methyl-8-azabicyclo[3.2.1]octan-3-amine